2-methyl-5-(thiophen-3-ylmethoxy)benzofuran-3-carboxylic acid CC=1OC2=C(C1C(=O)O)C=C(C=C2)OCC2=CSC=C2